ClC1=NC=C(C(=N1)C=1C=C2C(=CN(C(C2=C(C1)F)=O)C)C(C)C)Cl 6-(2,5-dichloropyrimidin-4-yl)-8-fluoro-4-isopropyl-2-methylisoquinolin-1(2H)-one